(R,E)-N'-((4-chlorophenyl)sulfonyl)-N-(2-(N,N-dimethylsulfamoyl)ethyl)-3-(4-fluorophenyl)-4-phenyl-4,5-dihydro-1H-pyrazole-1-carboximidamide ClC1=CC=C(C=C1)S(=O)(=O)\N=C(/NCCS(N(C)C)(=O)=O)\N1N=C([C@@H](C1)C1=CC=CC=C1)C1=CC=C(C=C1)F